2-[2-(2-chloro-3-methyl-4-pyridyl)ethynyl]-1-methyl-5-(3-pyridyl)imidazole-4-carbonitrile ClC1=NC=CC(=C1C)C#CC=1N(C(=C(N1)C#N)C=1C=NC=CC1)C